CN(C1CN(C1)C1=NC=C(C=C1NS(=O)(=O)C)C1=CC=2C3=C(C=NC2C=C1)N(C(C31CCC1)=O)C)C N-(2-(3-(dimethylamino)azetidin-1-yl)-5-(3'-methyl-2'-oxo-2',3'-dihydrospiro[cyclobutane-1,1'-pyrrolo[2,3-c]quinolin]-8'-yl)pyridin-3-yl)methanesulfonamide